OC1C(N(CCC1)C(C(C)SC)=O)C=1NC(=CN1)C1=CC=C(C=C1)CO 1-(3-hydroxy-2-(5-(4-(hydroxymethyl)-phenyl)-1H-imidazol-2-yl)piperidin-1-yl)-2-(methyl-thio)propan-1-one